C(C=1C(N)=CC=CC1)(=O)OCCC(C)CCC=C(C)C CITRONELLYL ANTHRANILATE